2-(benzhydryl(methyl)amino)-N-(2,3-difluorophenyl)-5-hydroxy-1-methyl-6-oxo-1,6-dihydropyrimidine-4-carboxamide C(C1=CC=CC=C1)(C1=CC=CC=C1)N(C=1N(C(C(=C(N1)C(=O)NC1=C(C(=CC=C1)F)F)O)=O)C)C